ethyl-2-(2-methyl-1,3-dioxolan-2-yl)pyrimidine C(C)C1=NC(=NC=C1)C1(OCCO1)C